tert-butyl (1S,4S)-5-(2-{6,12-dibromo-9-oxa-2,4-diazatricyclo[8.4.0.0^{3,8}]tetradeca-1(10),3(8),4,6,11,13-hexaen-2-yl}ethyl)-2,5-diazabicyclo[2.2.1]heptane-2-carboxylate BrC=1C=NC=2N(C=3C=CC(=CC3OC2C1)Br)CCN1[C@@H]2CN([C@H](C1)C2)C(=O)OC(C)(C)C